imidazol-2-ylmethanol N1C(=NC=C1)CO